FC1=C(NC=2C=NC=3CCN(CC3C2)C2=C(C(=CN=N2)C)C)C=CC=C1 6-[3-(2-fluoroanilino)-7,8-dihydro-5H-1,6-naphthyridin-6-yl]-4,5-dimethyl-pyridazine